ClC1=C(C(=CC=C1)Cl)N1CC(C1)C=1C=CC(=NC1)CN1CCC(CC1)C(=O)O ((5-(1-(2,6-dichlorophenyl)azetidin-3-yl)pyridin-2-yl)methyl)piperidine-4-carboxylic acid